3-[[(3R,4R)-4-[4-Chloro-2-(5-fluoro-2-pyridyl)-1H-imidazol-5-yl]-3-methyl-1-piperidyl]sulfonyl]-N-(1-methylcyclopropyl)propenamide ClC=1N=C(NC1[C@H]1[C@H](CN(CC1)S(=O)(=O)C=CC(=O)NC1(CC1)C)C)C1=NC=C(C=C1)F